4-(cyclopropylamino)-2-((2-methoxy-4-(morpholinosulfonyl)phenyl)amino)-7H-pyrrolo[2,3-d]pyrimidine-5-carbonitrile C1(CC1)NC=1C2=C(N=C(N1)NC1=C(C=C(C=C1)S(=O)(=O)N1CCOCC1)OC)NC=C2C#N